NC1(CN(CCC1)C=1C=CC(=NC1)C1=CC(=C(C=C1)F)F)C=1C=NC=CC1 5-(3-amino-3-(pyridin-3-yl)piperidin-1-yl)-2-(3,4-difluorophenyl)pyridin